F[C@H]1CN(CC[C@H]1NC=1C=2C=C(N(C2C=CC1)CC(F)(F)F)C1=NOC(=N1)CNC1=NC=CC2=C1C=NN2C)C N-[(3S,4R)-3-fluoro-1-methylpiperidin-4-yl]-2-{5-[({1-methyl-1H-pyrazolo[4,3-c]pyridin-4-yl}amino)methyl]-1,2,4-oxadiazol-3-yl}-1-(2,2,2-trifluoroethyl)-1H-indol-4-amine